2-(4,4,4-trifluorobutoxy)benzamide FC(CCCOC1=C(C(=O)N)C=CC=C1)(F)F